C(C)C1C(C(=O)O)(O1)C1=CC=CC=C1.C(=O)O.C1(=CC=CC=C1)C1CO1 phenyl ethylene oxide formate (Ethylphenyl-glycidate)